C(CCCC=CCCCCCCCCCCCC)(=O)O Octadec-5-enoic acid